tert-butyl 3',3'-difluoro-6-nitro-2H-spiro[benzofuran-3,4'-piperidine]-1'-carboxylate FC1(CN(CCC12COC1=C2C=CC(=C1)[N+](=O)[O-])C(=O)OC(C)(C)C)F